CC1=CC=C(C=C1)S(=O)(=O)O.NC1=NC=C(C=N1)C#CC=1C=C(C(=O)N[C@@H]2[C@H](CCC(C2)(F)F)O)C=CC1OC(F)F 3-[2-(2-aminopyrimidin-5-yl)ethynyl]-N-[(1S,2S)-5,5-difluoro-2-hydroxycyclohexyl]-4-(difluoromethoxy)benzamide p-Toluenesulfonate